C(C1=CC=CC=C1)C([C@H](N)C(=O)O)C(=O)O beta-benzyl-L-Aspartic acid